spiro[2.2]pentane-1-amine hydrochloride Cl.C1(CC12CC2)N